3-(cyclopropoxy)-1-(methoxymethyl)pyrazol C1(CC1)OC1=NN(C=C1)COC